CN=NN=C methyl-triazabutadiene